(dimethylethyl)tris[tris(dimethylamino)phosphoranylidene]phosphorimidic triamide CC(C)(C)N=P(N=P(N(C)C)(N(C)C)N(C)C)(N=P(N(C)C)(N(C)C)N(C)C)N=P(N(C)C)(N(C)C)N(C)C